ClC1=CC(=C(O[C@H](C(=O)O)C)C=C1)C=1OC=CN1 (2S)-2-[4-chloro-2-(1,3-oxazol-2-yl)phenoxy]propionic acid